tris(4-(2-methoxy-4-aminophenoxy)phenyl)methane COC1=C(OC2=CC=C(C=C2)C(C2=CC=C(C=C2)OC2=C(C=C(C=C2)N)OC)C2=CC=C(C=C2)OC2=C(C=C(C=C2)N)OC)C=CC(=C1)N